O[C@@H](C(=O)N1CC2=C(C1)CN(C2)S(=O)(=O)C2=CC=C(C=C2)NC(C)=O)C2=CC=CC=C2 N-[4-({5-[(2R)-2-hydroxy-2-phenylacetyl]-1H,2H,3H,4H,5H,6H-pyrrolo[3,4-c]pyrrol-2-yl}sulfonyl)phenyl]acetamide